tert-Butyl (S)-((1-(3-bromo-2-chloro-6-nitrophenyl)piperidin-3-yl)methyl)carbamate BrC=1C(=C(C(=CC1)[N+](=O)[O-])N1C[C@@H](CCC1)CNC(OC(C)(C)C)=O)Cl